N1(CCCCCC1)C=1N=C(C2=C(C=NNC2=O)N1)NC=1C=NC(=CC1)N1CCC(CC1)O 2-(Azepan-1-yl)-4-((6-(4-Hydroxypiperidin-1-yl)pyridin-3-yl)amino)pyrimido[4,5-d]pyridazin-5(6H)-on